CC1(OCC2=C1C=C(C=C2)NC=2N=CC1=C(N2)CN(CC1)C1=C(C2=C(OCCN2C(=O)OC(C)(C)C)N=C1)C)C tert-butyl 7-{2-[(3,3-dimethyl-1,3-dihydro-2-benzofuran-5-yl)amino]-5H,6H,7H,8H-pyrido[3,4-d]pyrimidin-7-yl}-8-methyl-1H,2H,3H-pyrido[2,3-b][1,4]oxazine-1-carboxylate